(R) or (S)-N'-((1,2,3,5,6,7-hexahydro-s-indacen-4-yl)carbamoyl)-5-(2-hydroxypropan-2-yl)-1-phenyl-1H-pyrazole-3-sulfonimidamide C1CCC2=C(C=3CCCC3C=C12)NC(=O)N=[S@](=O)(N)C1=NN(C(=C1)C(C)(C)O)C1=CC=CC=C1 |o1:16|